(5-Cyclopropylimidazo[1,2-a]pyridin-2-yl)methylamine C1(CC1)C1=CC=CC=2N1C=C(N2)CN